NC1=NC=CC(=C1)CC[C@@H](C(=O)OC)NC(=O)OC(C)(C)C methyl (S)-4-(2-aminopyridin-4-yl)-2-((tert-butoxycarbonyl)amino)butanoate